1-{1,4-dioxaspiro[4.5]dec-8-yl}-3-(2-methylsulfonylethoxy)-1H-pyrazole-4-carboxylic acid ethyl ester C(C)OC(=O)C=1C(=NN(C1)C1CCC2(OCCO2)CC1)OCCS(=O)(=O)C